(S)-phenylsulfinylacetic acid methyl ester COC(C[S@](=O)C1=CC=CC=C1)=O